4-bromo-2,3-dimethyl-2,3-diphenyl-2,3-dihydrothiophene BrC=1C(C(SC1)(C1=CC=CC=C1)C)(C1=CC=CC=C1)C